2-(4,6-dimethoxy-2-hydroxyphenyl)-4(s)-ethylimidazole COC1=CC(=C(C(=C1)OC)C=1NC=C(N1)CC)O